4-(5-((2-((3-Carbamoylbenzyl)amino)-2-oxoethyl)thio)-1H-tetrazol-1-yl)benzoic acid C(N)(=O)C=1C=C(CNC(CSC2=NN=NN2C2=CC=C(C(=O)O)C=C2)=O)C=CC1